1-[3-cyclopropyl-5-(trifluoromethyl)-2-pyridinyl]piperidin-4-one C1(CC1)C=1C(=NC=C(C1)C(F)(F)F)N1CCC(CC1)=O